NC1=C(C=C(C=C1)C1=CC(=CC=C1F)CC1=NNC(C2=CC=C(C=C12)C)=O)[N+](=O)[O-] 4-((4'-amino-6-fluoro-3'-nitro-[1,1'-biphenyl]-3-yl)methyl)-6-methylphthalazin-1(2H)-one